C12(C(CCCC1)O2)C(=O)[O-] epoxycyclohexylformate